(2-(2-(1H-Indol-6-yl)Thiazol-4-yl)Acetyl)Glycine N1C=CC2=CC=C(C=C12)C=1SC=C(N1)CC(=O)NCC(=O)O